(3-(difluoromethyl)-1H-indazol-1-yl)-N-(trans-4-(5-(methoxymethyl)-1,3,4-oxadiazol-2-yl)cyclohexyl)pyrimidine-5-carboxamide 8-azaadenosine-5'-triphosphate P(O)(=O)(OP(=O)(O)OP(=O)(O)O)OC[C@@H]1[C@H]([C@H]([C@@H](O1)N1N=NC=2C(N)=NC=NC12)O)O.FC(C1=NN(C2=CC=CC=C12)C1=NC=C(C=N1)C(=O)N[C@@H]1CC[C@H](CC1)C=1OC(=NN1)COC)F